1-(6-(5-(7-(1-methyl-1H-pyrazol-4-yl)quinazolin-5-yl)pyridin-2-yl)-2,6-diazaspiro[3.3]hept-2-yl)-2-phenylethan-1-one CN1N=CC(=C1)C1=CC(=C2C=NC=NC2=C1)C=1C=CC(=NC1)N1CC2(CN(C2)C(CC2=CC=CC=C2)=O)C1